C(C)OC(=O)C=1C=NN(C1N)C(C)(C)C 1-(tert-butyl)-5-amino-pyrazole-4-carboxylic acid ethyl ester